7-Fluoro-N-(pyrimidin-4-ylmethyl)-9H-pyrido[3,4-b]indole-1-carboxamide FC1=CC=C2C3=C(NC2=C1)C(=NC=C3)C(=O)NCC3=NC=NC=C3